C(C)OC(=O)C=1N=CN(C1)CC1=C(C=C(C=C1)N1CC2CC2C1)C=O 1-[(4-{3-azabicyclo[3.1.0]hex-3-yl}-2-formylphenyl)methyl]-1H-imidazole-4-carboxylic acid ethyl ester